N-(5-(PHENYL)-1H-PYRAZOL-3-YL)-1H-INDOL-5-AMINE C1(=CC=CC=C1)C1=CC(=NN1)NC=1C=C2C=CNC2=CC1